((R)-1-aminoethyl)cyclohexane N[C@H](C)C1CCCCC1